ClC=1C(=NC(=NC1)NC1=C(C=C(C=C1)N1C[C@H](N([C@H](C1)C)C)C)OC(F)F)NC1=C(SC=C1)C(=O)N 3-((5-chloro-2-((2-(difluorometh-oxy)-4-((3R,5S)-3,4,5-trimethyl-piperazin-1-yl)phenyl)amino)-pyrimidin-4-yl)amino)thiophene-2-carboxamide